NC1=C(C(N(C=C1)C=1C=NC=CC1)=O)C(=O)O amino-2-oxo-2H-[1,3'-bipyridine]-3-carboxylic acid